tert-butyl 4-(1-((S)-1-(4-fluorophenyl)-1,2,3,4-tetrahydroisoquinoline-2-carboxamido)-2-methoxy-2-oxoethyl)piperidine-1-carboxylate FC1=CC=C(C=C1)[C@@H]1N(CCC2=CC=CC=C12)C(=O)NC(C(=O)OC)C1CCN(CC1)C(=O)OC(C)(C)C